FC=1C=C(C(=NC1)OC)C=1NC=CC1 (R)-5-fluoro-2-methoxy-3-(pyrrol-2-yl)pyridine